di(4-methylbenzoyl)benzene CC1=CC=C(C(=O)C2=C(C=CC=C2)C(C2=CC=C(C=C2)C)=O)C=C1